tert-Butyl ((2,6-naphthyridin-3-yl)methyl)carbamate C1=NC(=CC2=CN=CC=C12)CNC(OC(C)(C)C)=O